(2R)-N-((R)-(3-chloro-2,4-difluorophenyl)(6-(difluoro-methyl)pyridin-3-yl)methyl)-2-methyl-3-oxopiperazine-1-carboxamide ClC=1C(=C(C=CC1F)[C@H](NC(=O)N1[C@@H](C(NCC1)=O)C)C=1C=NC(=CC1)C(F)F)F